ClC=1C(=NC(=C(C#N)C1)N1C[C@H]([C@H]([C@H](C1)C)F)O)NC1=CC2=C(N(C(N2CCC(C)(C)O)=O)C)C=C1 5-chloro-2-((3R,4S,5S)-4-fluoro-3-hydroxy-5-methylpiperidin-1-yl)-6-((3-(3-hydroxy-3-methylbutyl)-1-methyl-2-oxo-2,3-dihydro-1H-benzo[d]imidazol-5-yl)amino)nicotinonitrile